didodecyldibromosilane C(CCCCCCCCCCC)[Si](Br)(Br)CCCCCCCCCCCC